N[C@]1(CN(CCC1)C=1C2=C(N=C(N1)OC)C(=C(N=C2)C=2C=C(C=C1C=CC(=C(C21)CCCC(=O)O)F)OCOC)F)C (R)-4-(8-(4-(3-Amino-3-methylpiperidin-1-yl)-8-fluoro-2-methoxypyrido[4,3-d]pyrimidin-7-yl)-2-fluoro-6-(methoxymethoxy)naphthalen-1-yl)butanoic acid